COC=1C=CC(=NC1)COC1=NC=2CN(CCC2C=C1)C(=O)C=1C=NC(=CC1)OC 2-[(5-Methoxypyridin-2-yl)methoxy]-7-(6-methoxypyridine-3-carbonyl)-5,6,7,8-tetrahydro-1,7-naphthyridine